N-((1S,3R)-3-((2'-(benzyloxy)-3'-fluoro-6-methyl-[1,1'-biphenyl]-3-yl)methyl)-3-(4-(chloromethyl)oxazol-2-yl)cyclopentyl)methanesulfonamide C(C1=CC=CC=C1)OC1=C(C=CC=C1F)C1=CC(=CC=C1C)C[C@]1(C[C@H](CC1)NS(=O)(=O)C)C=1OC=C(N1)CCl